(2S,6R)-4-(6-chloro-2,3-dimethylpyrido[2,3-b]pyrazin-8-yl)-2-(1-cyclopropyl-1H-pyrazol-4-yl)-6-methylmorpholine ClC=1C=C(C=2C(=NC(=C(N2)C)C)N1)N1C[C@@H](O[C@@H](C1)C)C=1C=NN(C1)C1CC1